BrC1=CC=2C(C(=N1)N1CCC(CC1)(F)F)=NN(C2)C 5-Bromo-7-(4,4-difluoropiperidin-1-yl)-2-methylpyrazolo[3,4-c]pyridine